(S)-5-((5-amino-6-chloropyrimidin-4-yl)amino)-4-(3,4-dimethylpiperazin-1-yl)-2-fluoro-N-((tetrahydro-2H-pyran-4-yl)methyl)-[1,1'-biphenyl]-4-carboxamide NC=1C(=NC=NC1Cl)NC=1[C@@](CC(=C(C1)C1=CC=CC=C1)F)(C(=O)NCC1CCOCC1)N1CC(N(CC1)C)C